tin (IV) propionate C(CC)(=O)[O-].[Sn+4].C(CC)(=O)[O-].C(CC)(=O)[O-].C(CC)(=O)[O-]